FC1=CC=C(C=C1)C1=NN2C(CO[C@](C2)(C(F)(F)F)C)=C1C1=CC=2N(C=C1)N=CC2 (R)-2-(4-Fluorophenyl)-6-methyl-3-(pyrazolo[1,5-a]pyridin-5-yl)-6-(trifluoromethyl)-6,7-dihydro-4H-pyrazolo[5,1-c][1,4]oxazine